NCC=1C=C(C=CC1)C=1C=C2C(=NN(C2=CC1)C(C)C)COC1=C(C(=O)OCC)C=CC=C1 ethyl 2-((5-(3-(aminomethyl)phenyl)-1-isopropyl-1H-indazol-3-yl)methoxy)benzoate